Bis(2-(5-methoxy-1H-indol-3-yl)ethan-1-aminium) 2-hydroxybutanedioate OC(C(=O)[O-])CC(=O)[O-].COC=1C=C2C(=CNC2=CC1)CC[NH3+].COC=1C=C2C(=CNC2=CC1)CC[NH3+]